ClC1=C(C=CC=C1)C(C(=O)OC)N1C/C(/C(CC1)N=O)=C/C(=O)O (Z)-2-(1-(1-(2-chlorophenyl)-2-methoxy-2-oxoethyl)-4-(nitroso)piperidin-3-ylidene)acetic acid